1,5-anhydro-2,3-dideoxy-3-(((7-(3-fluoro-4-((2-methoxyethyl)carbamoyl)-benzyl)-4-methoxy-2,3-dihydro-1-benzofuran-5-yl)carbonyl)amino)-L-threo-pentitol FC=1C=C(CC2=CC(=C(C=3CCOC32)OC)C(=O)N[C@H]3CCOC[C@@H]3O)C=CC1C(NCCOC)=O